C(C1=CC=CC=C1)(=O)[C@]([C@](C(=O)[O-])(O)C(C1=CC=CC=C1)=O)(O)C(=O)[O-] dibenzoyl-L-tartrate